FC(C(=O)O)(F)F.NC=1N=CC(=NC1C=1C(=NN(C1)C)C)C=1C=C(C=CC1C)S(=O)(=O)NC12CCC(C1)(C2)CO 3-(5-Amino-6-(1,3-dimethyl-1H-pyrazol-4-yl)pyrazin-2-yl)-N-(4-(hydroxymethyl)bicyclo[2.1.1]hexan-1-yl)-4-methylbenzenesulfonamide trifluoroacetate salt